1-(((9Z,12Z)-octadeca-9,12-dienoyl)oxy)-4-(oleoyloxy)butane-2,3-diyl bis(3-(azetidin-1-yl)propanoate) N1(CCC1)CCC(=O)OC(COC(CCCCCCC\C=C/C\C=C/CCCCC)=O)C(COC(CCCCCCC\C=C/CCCCCCCC)=O)OC(CCN1CCC1)=O